CC1=NN(C=C1NC1=NC=C(C(=N1)NCCCN1C(CCC1)=O)C(F)(F)F)C1CN(CC1)C 1-(3-((2-((3-methyl-1-(1-methylpyrrolidin-3-yl)-1H-pyrazol-4-yl)amino)-5-(trifluoromethyl)pyrimidin-4-yl)amino)propyl)pyrrolidin-2-one